NCCC(CN)O 2-Aminoethyl-2-aminoethanol